3-(3,3-dimethyl-2,3-dihydrobenzofuran-6-yl)-1-((2-(isopropylamino)pyridin-4-yl)methyl)-5,5-dimethylimidazolidine-2,4-dione CC1(COC2=C1C=CC(=C2)N2C(N(C(C2=O)(C)C)CC2=CC(=NC=C2)NC(C)C)=O)C